Methyl (5S,8S,11S)-8-benzyl-5-isopropyl-3,6,9-trioxo-11-(((S)-2-oxopyrrolidin-3-yl)methyl)-1-phenyl-2-oxa-4,7,10-triazadodecan-12-oate C(C1=CC=CC=C1)[C@H](NC([C@@H](NC(OCC1=CC=CC=C1)=O)C(C)C)=O)C(N[C@H](C(=O)OC)C[C@H]1C(NCC1)=O)=O